2-(3-(4-acetamidophenyl)-6-oxopyridazin-1(6H)-yl)-N-ethylacetamide C(C)(=O)NC1=CC=C(C=C1)C1=NN(C(C=C1)=O)CC(=O)NCC